1-[(3R)-3-[[[(2s,3s,4R)-2,3,4,5-tetrahydroxypentyl]amino]methyl]pyrrolidin-1-yl]ethanone O[C@@H](CNC[C@@H]1CN(CC1)C(C)=O)[C@@H]([C@@H](CO)O)O